O1C(=C(C=C1)C=O)C=O furan-dicarboxaldehyde